ClC1=C(C(=O)NC2=CC=C(C=C2)N2C3=C(NCC=C2)C2=CC=CC=C2C=C3)C(=CC=C1)Cl 5-[4-(2,6-dichlorobenzoyl)aminophenyl]-1H-naphtho[1,2-b][1,4]diazepine